1-bromo-3-(tert-butyl)-5-chlorobenzene BrC1=CC(=CC(=C1)Cl)C(C)(C)C